ClC=1C=C(C=C2CCC(CC12)=O)F 8-Chloro-6-fluoro-3,4-dihydronaphthalen-2(1H)-one